N[C@H]1[C@H]2CC[C@@H](CC1)N2C(=O)OC(C)(C)C |r| tert-butyl rac-(1R,2R,5R)-2-amino-8-azabicyclo[3.2.1]octane-8-carboxylate